2,6-dichloro-3-nitro-pyridin-4-ylamine ClC1=NC(=CC(=C1[N+](=O)[O-])N)Cl